N-methoxy-2H-1,2,4-triazole CON1NCN=C1